4-{6-[2-(2-hydroxyacetyl)-2,8-diazaspiro[4.5]decan-8-yl]pyridin-3-yl}-6-methyl-1H-pyrrolo[2,3-c]pyridin-7(6H)-one OCC(=O)N1CC2(CC1)CCN(CC2)C2=CC=C(C=N2)C=2C1=C(C(N(C2)C)=O)NC=C1